(2,2-difluoroethoxy)-6-trifluoromethyl-benzenesulfonyl chloride FC(COC1=C(C(=CC=C1)C(F)(F)F)S(=O)(=O)Cl)F